CC1=NN(C=C1C)C1=CC=C(C=N1)S(=O)(=O)NC=1C=CC=C2C=NN(C12)C 6-(3,4-DIMETHYLPYRAZOL-1-YL)-N-(1-METHYLINDAZOL-7-YL)PYRIDINE-3-SULFONAMIDE